8-((4-(4-chloro-phenoxy)-3,5-difluoro-phenyl)-sulfonyl)-N-hydroxy-3-(morpholine-4-carbonyl)-3,8-diazabicyclo-[3.2.1]octane-1-carboxamide ClC1=CC=C(OC2=C(C=C(C=C2F)S(=O)(=O)N2C3(CN(CC2CC3)C(=O)N3CCOCC3)C(=O)NO)F)C=C1